C(C)CC(=O)O.ClCCl dichloromethane (ethyl acetate)